methyl 2α-fluoro-3β,7β-dihydroxy-5β-cholanoate F[C@H]1[C@@H](C[C@H]2C[C@@H]([C@H]3[C@@H]4CC[C@H]([C@@H](CCC(=O)OC)C)[C@]4(CC[C@@H]3[C@]2(C1)C)C)O)O